N1N=CC2=CC=C(C=C12)C1=NC(=NC(=N1)NCCC=1N=C(SC1)C)N 6-(1H-indazol-6-yl)-N2-[2-(2-methylthiazol-4-yl)ethyl]-1,3,5-triazine-2,4-diamine